methyl (S)-2-((S)-2-acetamidobutanamido)-6-diazo-5-oxohexanoate C(C)(=O)N[C@H](C(=O)N[C@H](C(=O)OC)CCC(C=[N+]=[N-])=O)CC